NC1=NC(=CC(=N1)N1CCC2(CCCC(N2C2=CC(=C(C=C2)F)F)=O)CC1)C1=CCC(CC1)(F)F 9-(2-amino-6-(4,4-difluorocyclohex-1-en-1-yl)pyrimidin-4-yl)-1-(3,4-difluorophenyl)-1,9-diazaspiro[5.5]undecan-2-one